C(CC)OC=C propoxyethylen